N-[1-(2,2-difluoroethyl)-1H-pyrazolo[3,4-b]pyrazin-6-yl]-2-[6-(trifluoromethyl)pyridin-3-yl]-5-oxa-2-azaspiro[3.4]octan-7-amine FC(CN1N=CC=2C1=NC(=CN2)NC2COC1(CN(C1)C=1C=NC(=CC1)C(F)(F)F)C2)F